NC[C@H]1N(CC2=CC=CC=C2C1)C(=O)C1=C(C=CC=C1)C1=CC(=CN1C)C(=O)N(C1=CC=CC=C1)C1=CC=CC=C1 5-(2-{[(3S)-3-(Aminomethyl)-3,4-dihydroisoquinolin-2(1H)-yl]carbonyl}phenyl)-1-methyl-N,N-diphenyl-1H-pyrrole-3-carboxamide